ClC1=C(C(=CC=C1)F)NC(C1=C(C=C(C(=C1)F)N1N=C(N(C1=O)CC)CO)OC(C(F)(F)F)C)=O N-(2-chloro-6-fluorophenyl)-4-(4-ethyl-3-(hydroxymethyl)-5-oxo-4,5-dihydro-1H-1,2,4-triazol-1-yl)-5-fluoro-2-((1,1,1-trifluoropropan-2-yl)oxy)benzamide